8-benzoyl-1,3,8-triazaspiro[4.5]decane-2,4-dione C(C1=CC=CC=C1)(=O)N1CCC2(C(NC(N2)=O)=O)CC1